benzyl (((1R,5S,6s)-6-(2-fluorophenyl)-3-azabicyclo[3.1.0]hexan-6-yl)methyl)carbamate hydrochloride Cl.FC1=C(C=CC=C1)C1([C@H]2CNC[C@@H]12)CNC(OCC1=CC=CC=C1)=O